C(C)[C@]1(C(OCC=2C(N3CC=4C(=NC=5C=C(C(=C6C5C4[C@@H](CC6)O)C)F)C3=CC21)=O)=O)O (1R,9S)-9-ethyl-5-fluoro-1,9-dihydroxy-4-methyl-1,2,3,9,12,15-hexahydro-10H,13H-benzo[de]pyrano[3',4':6,7]indolizino[1,2-b]quinoline-10,13-dione